3-[6-Chloro-3-[[(1R)-1-[3,6-dimethyl-2-(2-methylpyrazol-3-yl)-4-oxo-chromen-8-yl]ethyl]amino]-2-pyridyl]-4H-1,2,4-oxadiazol-5-one ClC1=CC=C(C(=N1)C1=NOC(N1)=O)N[C@H](C)C=1C=C(C=C2C(C(=C(OC12)C=1N(N=CC1)C)C)=O)C